BrC=1C=2CCN3C(C2C(N(C1)C)=O)CCN(C3=O)C 4-bromo-2,9-dimethyl-5H,6H,10H,11H,11aH-pyrimido[4,3-a]2,7-naphthyridine-1,8-dione